butyl 2-[1-(2-fluoro-4-iodo-phenyl)-4-hydroxy-4-piperidyl]acetate FC1=C(C=CC(=C1)I)N1CCC(CC1)(O)CC(=O)OCCCC